COC([C@@H](NC(C1=CC(=C(C=C1)NC1=NC=C(C(=N1)C=1C=NN(C1)C(C)C)Cl)OC)=O)C(C)C)=O (4-((5-chloro-4-(1-isopropyl-1H-pyrazol-4-yl)pyrimidin-2-yl)amino)-3-methoxybenzoyl)-L-valine methyl ester